5-(oxiran-2-ylmethyl)-4,5,6,7-tetrahydrothieno[3,2-c]pyridine O1C(C1)CN1CC2=C(CC1)SC=C2